5-((1-(4-([1,3'-Bipyrrolidin]-1'-yl)-2-methoxyphenyl)-1H-imidazol-4-yl)amino)pyrazine-2-carbonitrile N1(CCCC1)C1CN(CC1)C1=CC(=C(C=C1)N1C=NC(=C1)NC=1N=CC(=NC1)C#N)OC